N-[(2,4-difluorophenyl)methyl]-N'-(2-pyridinylmethyl)-N-(5,6,7,8-tetrahydro-8-quinolinyl)-1,4-benzenedimethanamine FC1=C(C=CC(=C1)F)CN(CC1=CC=C(C=C1)CNCC1=NC=CC=C1)C1CCCC=2C=CC=NC12